(2-chlorobenzenesulfonyloxyimino)-4-methoxyphenylacetonitrile ClC1=C(C=CC=C1)S(=O)(=O)ON=C(C#N)C1=CC=C(C=C1)OC